N[C@H]1C2N(CC1CC2)C(=O)C=2C=CC=1N(C2)N=C(C1C)C=1N(C2=CC(=CC=C2C1)C(C(F)(F)F)(C)O)CC1CC1 ((7R)-7-Amino-2-azabicyclo[2.2.1]heptan-2-yl)(2-(1-(cyclopropylmethyl)-6-(1,1,1-trifluoro-2-hydroxypropan-2-yl)-1H-indol-2-yl)-3-methylpyrazolo[1,5-a]pyridin-6-yl)methanone